C1(CC1)C1=NC=NC(=C1C1=NC(=C2N(C=NC2=N1)CCSC)OCC1=CC=C(C=C1)C=1N(C=C(N1)C(F)(F)F)C)OC 2-(4-cyclopropyl-6-methoxy-pyrimidin-5-yl)-7-(2-methylsulfanylethyl)-6-[[4-[1-methyl-4-(trifluoromethyl)imidazol-2-yl]phenyl]methoxy]purine